C1=CC(=CC(=C1)[N+](=O)[O-])[N+](=O)[O-] dinitrobenzene